COC1=C2C3C(C(OC2=CC(=C1)CCCCC)(C)C)CC=C(C3)C 1-methoxy-6,6,9-trimethyl-3-pentyl-6a,7,10,10a-tetrahydro-6H-benzo[c]chromene